[Os].[Si].[Hf] hafnium silicon osmium